(R)-2-(4-fluorophenylsulfonamido)-3-(4-hydroxyphenyl)propanoic acid FC1=CC=C(C=C1)S(=O)(=O)N[C@@H](C(=O)O)CC1=CC=C(C=C1)O